oxazol-5-ylboronic acid O1C=NC=C1B(O)O